Cl.Cl.[C@H]12CN(C[C@H](CC1)N2)C2=NC(=NC1=C(C(=C(C=C21)Cl)C2=CC(=CC1=CC=CC=C21)O)F)CCCCN(C)C 4-((R or S)-4-((1R,5S)-3,8-diazabicyclo[3.2.1]oct-3-yl)-6-chloro-2-(4-(dimethylamino)butyl)-8-fluoroquinazolin-7-yl)naphthalen-2-ol dihydrochloride